N-(6-bromoimidazo[1,2-a]pyridin-2-yl)spiro[2.2]pentane-2-carboxamide BrC=1C=CC=2N(C1)C=C(N2)NC(=O)C2CC21CC1